N6-[(5-bromothien-2-yl)methyl]adenosine BrC1=CC=C(S1)CNC=1C=2N=CN([C@H]3[C@H](O)[C@H](O)[C@@H](CO)O3)C2N=CN1